C(C)N1N(C2=CC(=CC=C2C1=O)NC1=NC=C(C(=C1)N[C@H](CO)C1=CC=CC=C1)C1=NC(=NO1)C)C(C)C (S)-2-ethyl-6-((4-((2-hydroxy-1-phenylethyl)amino)-5-(3-methyl-1,2,4-oxadiazol-5-yl)pyridin-2-yl)amino)-1-isopropyl-1,2-dihydro-3H-indazol-3-one